C1(=CC=CC=C1)B1C2=C(NC3=C1C=CC=C3)C=CC=C2 10-phenyl-5,10-dihydrodibenzo[b,e][1,4]azaborine